CC1=C(C(=CC(=C1)C(C)(C)CC)C)O 2,6-dimethyl-4-(tert-pentyl)phenol